N-((9-beta-D-ribofuranosylpurine-6-yl)carbamoyl)threonin [C@@H]1([C@H](O)[C@H](O)[C@H](O1)CO)N1C2=NC=NC(=C2N=C1)NC(=O)N[C@@H]([C@H](O)C)C(=O)O